ONC(=O)C1=CC2=C(OCC(N2CC2=CC(=CC=C2)OCCOC)=O)C=C1 N-hydroxy-4-(3-(2-methoxyethoxy)benzyl)-3-oxo-3,4-dihydro-2H-benzo[b][1,4]oxazine-6-carboxamide